2-hydroxy-thioxanthone OC1=CC=2C(C3=CC=CC=C3SC2C=C1)=O